ClC1=CC2=C(N(CN=C2N2[C@H](CN(CC2)C(=O)C2[N@@](C2)C(C2=CC=CC=C2)(C2=CC=CC=C2)C2=CC=CC=C2)C)C=2C(=NC=CC2C)C(C)C)N=C1C1=C(C=CC=C1)F 6-chloro-7-(2-fluorophenyl)-1-(2-isopropyl-4-methylpyridin-3-yl)-4-((S)-2-methyl-4-((R)-1-tritylaziridine-2-carbonyl)piperazin-1-yl)pyrido[2,3-d]pyrimidin